3-chloropyridine-2,4-diamine ClC=1C(=NC=CC1N)N